5-bromo-6-fluoro-1-methoxy-2,3-dihydro-1H-indene BrC=1C=C2CCC(C2=CC1F)OC